C(CCCCC)SC12C(N(C(C1C1C(N(C(C12SCCCCCC)=O)C1=CC=C(C=C1)OC)=O)=O)C1=CC=C(C=C1)OC)=O 3a,3b-bis(hexylthio)-2,5-bis(4-methoxyphenyl)tetrahydrocyclobuta[1,2-c:3,4-c']dipyrrole-1,3,4,6(2H,5H)-tetraone